OC(C=1CN(CCC1)C(=O)OC(C)(C)C)C1=C(C=CC=C1)[N+](=O)[O-] tert-Butyl 3-[hydroxy(2-nitrophenyl)methyl]-5,6-dihydro-2H-pyridine-1-carboxylate